NC=1C2=C(N=CN1)N(C(=C2C2=NC=C(C=N2)C(F)(F)F)C2=CCC1(CCN(CC1)C(=O)OC(C)(C)C)CC2)C tert-butyl 9-(4-amino-7-methyl-5-(5-(trifluoromethyl) pyrimidin-2-yl)-7H-pyrrolo[2,3-d]pyrimidin-6-yl)-3-azaspiro[5.5]undec-8-ene-3-carboxylate